N-(3-chloro-5-(methylsulfonyl)phenyl)-1-(3-cyanopyridin-2-yl)-1H-pyrazole-4-carboxamide ClC=1C=C(C=C(C1)S(=O)(=O)C)NC(=O)C=1C=NN(C1)C1=NC=CC=C1C#N